[C@H]12CN(C[C@H](CC1)N2)C=2C1=C(N=C(N2)OC[C@@H]2CN(CCO2)C)C(=C(N=C1C#CC)C1=CC=CC2=CC=C(C(=C12)CC)F)F 4-(4-((1R,5S)-3,8-diazabicyclo[3.2.1]oct-3-yl)-8-fluoro-2-(((S)-4-Methylmorpholin-2-yl)methoxy)-5-(propynyl)pyrido[4,3-d]pyrimidin-7-yl)-5-ethyl-6-fluoronaphthalene